IC=1N=C(N2N=C(C=C(C21)C2(CC2)S(=O)(=O)C)N2[C@@H](COCC2)C)C2=CC=NN2C2OCCCC2 (3R)-4-[5-iodo-4-(1-methanesulfonylcyclopropyl)-7-[1-(oxan-2-yl)-1H-pyrazol-5-yl]imidazo[1,5-b]pyridazin-2-yl]-3-methylmorpholine